N-hexadecyl-2-(3-methoxy-4-benzyloxyphenyl)-7-methoxy-3,5-dibenzyloxy-quinolin-4-one C(CCCCCCCCCCCCCCC)N1C(=C(C(C2=C(C=C(C=C12)OC)OCC1=CC=CC=C1)=O)OCC1=CC=CC=C1)C1=CC(=C(C=C1)OCC1=CC=CC=C1)OC